C(CCCCCCCCCCCCCCCCCC)(=O)OC[C@@H](OC(CCCCCCCCCCCCCCCCCC)=O)COP(=O)([O-])OCC[N+](C)(C)C 1,2-bisnonadecanoyl-sn-glycero-3-phosphocholine